CN(C)CC1(CC1)COC=1N=C(C2=C(N1)CN(CC2)C2=CC(=CC1=CC=C(C(=C21)CC)F)O)N2CC1(CCO1)CCC2 4-(2-((1-((dimethylamino)methyl)cyclopropyl)methoxy)-4-(1-oxa-6-azaspiro[3.5]nonan-6-yl)-5,6-dihydropyrido[3,4-d]pyrimidin-7(8H)-yl)-5-ethyl-6-fluoronaphthalen-2-ol